C(C)(C)(C)OC(=O)C1CCC(CC1)NC(CCCOC1CCC(CC1)OCCN)=O (1R,4r)-4-(4-(((1r,4R)-4-(2-aminoethoxy)cyclohexyl)oxy)butanoylamino)cyclohexane-1-carboxylic acid tert-butyl ester